ClC=1C(=NC=C(C1)Cl)C1(CC1)C(=O)OCC ethyl 1-(3,5-dichloropyridin-2-yl)cyclopropane-1-carboxylate